ClC=1C=C(C(=NC1)OCC1=NC=CC(=N1)O[C@H]1C[C@H](N(CC1)CC1=NC2=C(N1CC1OCC1)C=C(C=C2)C(=O)O)CC)F 2-{[(2R,4R)-4-[(2-{[(5-Chloro-3-fluoropyridin-2-yl)oxy]methyl}pyrimidin-4-yl)oxy]-2-ethylpiperidin-1-yl]methyl}-1-[(oxetan-2-yl)methyl]-1H-1,3-benzodiazole-6-carboxylic acid